(3R,4S)-3-cyclopropyl-1-(3-fluoro-6-(1-((2R,3S)-2-methyloxetan-3-yl)-1H-pyrazol-4-yl)pyrazolo[1,5-a]pyrazin-4-yl)-4-methyl-2-oxopyrrolidine-3-carbonitrile C1(CC1)[C@]1(C(N(C[C@H]1C)C=1C=2N(C=C(N1)C=1C=NN(C1)[C@@H]1[C@H](OC1)C)N=CC2F)=O)C#N